4-(2-isopropoxy-6-isopropylpyrimidine-4-amido)-2-methylbenzoic acid C(C)(C)OC1=NC(=CC(=N1)C(=O)NC1=CC(=C(C(=O)O)C=C1)C)C(C)C